octadeca-11,14-dienoic acid C(CCCCCCCCCC=CCC=CCCC)(=O)O